ClC1=CC(=C(C=C1)N1C[C@H]([C@](CC1)(O)COC1=CC=CC=2NC(CSC21)=O)O)F 8-[[(3R,4R)-1-(4-chloro-2-fluorophenyl)-3,4-dihydroxypiperidin-4-yl]methoxy]-4H-1,4-benzothiazin-3-one